ClC(C1=NC(=NO1)C1=CC=C(C=C1)C(CS(=O)(=O)C1=CC=C(C=C1)F)=O)(F)F 1-(4-(5-(chlorodifluoromethyl)-1,2,4-oxadiazol-3-yl)phenyl)-2-((4-fluorophenyl)sulfonyl)ethan-1-one